C(CCCC)N1C=C(C2=CC=CC=C12)C(CC1=C(C=CC=C1)OC)=O 1-(1-pentyl-1H-indol-3-yl)-2-(2-methoxyphenyl)-ethanone